FC1=CC=C(C=C1)C1=CC(=C(C=N1)C1CN(C1)C(C=C)=O)C1=NN(C=C1)C 1-(3-(6-(4-fluorophenyl)-4-(1-methyl-1H-pyrazol-3-yl)pyridin-3-yl)azetidin-1-yl)prop-2-en-1-one